(Z)-3-(2-cyano-2-(5-isothiocyanato-1H-indol-3-yl)vinyl)-4-methoxybenzonitrile C(#N)\C(=C/C=1C=C(C#N)C=CC1OC)\C1=CNC2=CC=C(C=C12)N=C=S